5-(2,6-dichloropyridin-4-yl)-1,2,3,6-tetrahydropyrazine ClC1=NC(=CC(=C1)C1=NCCNC1)Cl